COC(=O)C12CC(C1)(C2)C(=O)C=2C(=NC=C(C2)C(F)(F)F)Cl 3-[2-chloro-5-(trifluoromethyl)pyridine-3-carbonyl]Bicyclo[1.1.1]Pentane-1-carboxylic acid methyl ester